FC1=CC=C(C=N1)NC(C1=NC=CC=C1)=O N-(6-fluoropyridin-3-yl)picolinamide